bipyrido[2,1,3]thiadiazole N=1SN=C2C1C=CC(=N2)C=2C=CC=1C(=NSN1)N2